(2,2,2-trifluoro-1-(2-fluoro-2'-(methoxymethoxy)-5'-((4-methylpiperazin-1-yl)sulfonyl)-[1,1'-biphenyl]-4-yl)ethyl)-L-leucine methyl ester COC([C@@H](NC(C(F)(F)F)C1=CC(=C(C=C1)C1=C(C=CC(=C1)S(=O)(=O)N1CCN(CC1)C)OCOC)F)CC(C)C)=O